6-((1-methyl-1H-1,2,3-triazol-5-yl)sulfonyl)-4,4a,5,6,7,8-hexahydro-1H-pyrazolo[3,4-g]isoquinoline-4a-carboxylate CN1N=NC=C1S(=O)(=O)N1CC2(CC3=C(C=C2CC1)NN=C3)C(=O)[O-]